BrC=1C=CC(=C(C1)C(C(=O)N[C@@H](CC(=O)OCC)C=1C=C(C=C(C1F)C)C1=C(C=CC=C1C)O)N1C(C(=C(C=C1)C(F)(F)F)C1CC1)=O)F ethyl (3S)-3-[2-(5-bromo-2-fluorophenyl)-2-[3-cyclopropyl-2-oxo-4-(trifluoromethyl)pyridin-1-yl]acetamido]-3-{4-fluoro-2'-hydroxy-5,6'-dimethyl-[1,1'-biphenyl]-3-yl}propanoate